C1(=CC=CC=2OC3=C(C21)C=CC=C3)C3=CC=C(C=C3)NC3=CC=CC=2C(C1=CC=CC=C1C32)(C3=CC=CC=C3)C3=CC=CC=C3 N-[4-(1-dibenzofuranyl)phenyl]-9,9-diphenyl-9H-fluoren-4-amine